9Z-β-carotene CC1(C)CCCC(C)=C1\C=C\C(\C)=C/C=C/C(/C)=C/C=C/C=C(\C)/C=C/C=C(\C)/C=C/C1=C(C)CCCC1(C)C